C(CC)OC1(C(C)O1)[Si](O[Si](O[Si](O[Si](O[Si](C)(C)C12CCC(CC1)C2)(C)C)(C)C)(C)C)(C)C 1-(3-epoxypropoxypropyl)-9-norbornyl-1,1,3,3,5,5,7,7,9,9-decamethyl-pentasiloxane